[Na].BrC=1C=CC=C2N=CC(=NC12)C=1C=NN(C1)C1CCN(CC1)CC=1C=C(N)C=CC1 3-((4-(4-(8-bromoquinoxalin-2-yl)-1H-pyrazol-1-yl)piperidin-1-yl)methyl)aniline sodium